C1(=CC=CC=C1)C=1N=CC(=NC1C1=CC=CC=C1)N(C(C)C)CCCCOCC(=O)NS(=O)(=O)C 2-{4-[N-(5,6-DIPHENYLPYRAZIN-2-YL)-N-ISOPROPYLAMINO]BUTYLOXY}-N-(METHYLSULFONYL)ACETAMID